tert-butyl 4-(6-bromo-4-chloro-1,8-naphthyridin-2-yl)piperazine-1-carboxylate BrC=1C=C2C(=CC(=NC2=NC1)N1CCN(CC1)C(=O)OC(C)(C)C)Cl